C(C)(C)(C)ON=O.ClC1=C(C=CC=C1)CC(=O)NC1=CC(=C(C=C1)N1N=CC(=C1)C(F)(F)F)S(N=CN(C)C)(=O)=O 2-(2-chlorophenyl)-N-(3-{[(dimethylamino)methylene]Sulfamoyl}-4-[4-(trifluoromethyl)-1H-Pyrazol-1-yl]Phenyl)acetamide tert-butyl-nitrite